benzyl 1-[(2-oxo-4-propylpyrrolidin-1-yl)methyl]-1H-imidazol-5-ylcarbamate O=C1N(CC(C1)CCC)CN1C=NC=C1NC(OCC1=CC=CC=C1)=O